C(C)N1C(NC2=CC(=CC=3C2=C1N=CN3)CN3CCN(CC3)C=3C=CC(=NC3C)C(=O)NC)=O 5-(4-((3-Ethyl-2-oxo-2,3-dihydro-1H-pyrimido[4,5,6-de]quinazolin-8-yl)methyl)piperazin-1-yl)-N,6-dimethylpicolinamide